FC=1C=C(C=C(C1)F)C(=N)N(C(C)C)C(C)C 3,5-difluoro-N,N-diisopropylbenzeneformamidine